C1(C=2C(C(=O)O1)=CC=CC2)=S monothiophthalic anhydride